C(C1=CC=CC=C1)C(C(C(O)C)C)O 1-benzyl-2,3-dimethyl-1,3-propanediol